N1N=C(C=C1)S(=O)(N)=N 1H-pyrazole-3-sulfonimidamide